ethylene bis(oxyethylene) bis(3-(5-t-butyl-5-hydroxy-m-tolyl) propionate) C(C)(C)(C)C1(CC(=CC(=C1)C)CCC(=O)O)O.C(C)(C)(C)C1(CC(=CC(=C1)C)CCC(=O)O)O.C(COC=C)OC=C